FC1=CC=C(C=C1)N1C(C(=CC(=C1)C)C(=O)N)=O 1-(4-fluorophenyl)-5-methyl-2-oxo-1,2-dihydropyridine-3-carboxamide